(R)-1-(3-methoxyphenyl)-2-(4-(m-tolyl)piperazin-1-yl)ethan-1-ol COC=1C=C(C=CC1)[C@H](CN1CCN(CC1)C=1C=C(C=CC1)C)O